BrC=1C(=NC(=NC1)Cl)C1=C(C(=NC=C1)N(C)C)N (5-bromo-2-chloropyrimidin-4-yl)-N,N-dimethylpyridine-2,3-diamine